3,3-Dimethyl-4,4-diaminocyclohexylmethane CC1(CC(CCC1(N)N)C)C